5-(pyridin-2-yl)benzamide N1=C(C=CC=C1)C=1C=CC=C(C(=O)N)C1